COC1=C(C=C(C(=C1)SCCCCC)OC)CC(CC)NC(OCC1=CC=CC=C1)=O benzyl (1-(2,5-dimethoxy-4-(pentylthio)phenyl)butan-2-yl)carbamate